FC=1C=C(C=CC1O)C1=CC=CC=C1 3-fluoro[1,1'-biphenyl]-4-ol